6-(3-methoxy-2-methylphenyl)-2-(5-(methylsulfonyl)pyridin-2-yl)phthalazin-1(2H)-one COC=1C(=C(C=CC1)C=1C=C2C=NN(C(C2=CC1)=O)C1=NC=C(C=C1)S(=O)(=O)C)C